6-(3,4-Difluorophenyl)-N-[(2-oxo-1H-pyridin-3-yl)sulfonyl]-2-(2,4,6-trimethylphenoxy)pyridin-3-carboxamid FC=1C=C(C=CC1F)C1=CC=C(C(=N1)OC1=C(C=C(C=C1C)C)C)C(=O)NS(=O)(=O)C=1C(NC=CC1)=O